N-(2-((2-(dimethylamino)ethyl)(methyl)amino)-3-fluoro-5-((4-(1-methyl-1H-indol-3-yl)-5-(trifluoromethyl)pyrimidin-2-yl)amino)phenyl)acetamide CN(CCN(C1=C(C=C(C=C1F)NC1=NC=C(C(=N1)C1=CN(C2=CC=CC=C12)C)C(F)(F)F)NC(C)=O)C)C